(4-(bis(4-methoxybenzyl)amino)-2-(hexan-3-yloxy)imidazo[2,1-f][1,2,4]triazin-7-yl)(6-(4-(dimethylamino)piperidin-1-yl)-5-methylpyridin-3-yl)methanol COC1=CC=C(CN(C2=NC(=NN3C2=NC=C3C(O)C=3C=NC(=C(C3)C)N3CCC(CC3)N(C)C)OC(CC)CCC)CC3=CC=C(C=C3)OC)C=C1